tetrahydro-furfuryldisulfide C(C1CCCO1)SSCC1CCCO1